N-[(1S)-5-[2-(2-aminopyridin-3-yl)-5-(pyrazol-1-yl)imidazo[4,5-b]pyridin-3-yl]-2,3-dihydro-1H-inden-1-yl]-2-azido-5-formyl-4-hydroxybenzamide NC1=NC=CC=C1C1=NC=2C(=NC(=CC2)N2N=CC=C2)N1C=1C=C2CC[C@@H](C2=CC1)NC(C1=C(C=C(C(=C1)C=O)O)N=[N+]=[N-])=O